C[C@H]1[C@H](N1C(=O)OCC1=CC=CC=C1)C(=O)OC O1-benzyl O2-methyl (2S,3S)-3-methylaziridine-1,2-dicarboxylate